CC(=O)OCCC(CO)C1=C(C=C2C(=C1O)C(=O)C3=C(C2=O)C=C(C=C3O)O)O The molecule is an acetate ester that is the O-acetyl derivative of versiconol. An intermediate in the biosynthesis of aflatoxin. It has a role as an Aspergillus metabolite. It is a polyphenol, an acetate ester and a tetrahydroxyanthraquinone. It is a conjugate acid of a versiconol acetate(1-).